methyl 4-[4-[[(2S)-1,4-dioxan-2-yl]methoxy]-1-methyl-2-oxo-6,7-dihydrobenzo[a]quinolizin-9-yl]piperidine-1-carboxylate O1[C@@H](COCC1)COC=1N2CCC3=C(C2=C(C(C1)=O)C)C=CC(=C3)C3CCN(CC3)C(=O)OC